N-(5-(4-cyanophenyl)thiazolo[5,4-b]pyridin-2-yl)-4-(2-cyclopropyl-5-(methylsulfonyl)phenyl)-6-methylnicotinamide C(#N)C1=CC=C(C=C1)C1=CC=C2C(=N1)SC(=N2)NC(C2=CN=C(C=C2C2=C(C=CC(=C2)S(=O)(=O)C)C2CC2)C)=O